C(C)C1=NN(C(N1C)=O)C1=CC(=C(C(=O)NC2=CC(=CC=C2)C(F)(F)F)C=C1F)O[C@@H](C)CCC 4-(3-ethyl-4-methyl-5-oxo-4,5-dihydro-1H-1,2,4-triazol-1-yl)-5-fluoro-2-[(2S)-pent-2-yloxy]-N-[3-(trifluoromethyl)phenyl]benzamide